O=C1NC(CCC1N1C(C2=CC=CC(=C2C1=O)NCCOCCNC(=O)NC12CC3(CC(CC(C1)C3)C2)NCC(=O)N2CC3=CC=C(C=C3C2)F)=O)=O 1-(2-(2-((2-(2,6-Dioxopiperidin-3-yl)-1,3-dioxoisoindolin-4-yl)amino)ethoxy)ethyl)-3-(3-((2-(5-fluoroisoindolin-2-yl)-2-oxoethyl)amino)adamantan-1-yl)urea